(1r,4r)-4-((2-(6'-carbamoyl-4,6-dichloro-2'-fluoro-3'-(((S)-tetrahydrofuran-2-yl)methoxy)-[1,1'-biphenyl]-3-yl)-2-phenylethyl)amino)cyclohexane-1-carboxylic acid C(N)(=O)C1=CC=C(C(=C1C1=CC(=C(C=C1Cl)Cl)C(CNC1CCC(CC1)C(=O)O)C1=CC=CC=C1)F)OC[C@H]1OCCC1